N1C(CC=CC2=C1C=CC=C2)=O 1,3-dihydro-2H-benzazepin-2-one